FC1=CC(=C2C=C(N(C2=C1F)CCNC1=NC=NC(=C1)C1=CC=C(C=C1)C=1N(C=NC1)C)C)C [2-(6,7-Difluoro-2,4-dimethyl-indol-1-yl)-ethyl]-{6-[4-(3-methyl-3H-imidazol-4-yl)-phenyl]-pyrimidin-4-yl}-amine